OCCCC(C(=O)OCC)CC(C)([N+](=O)[O-])C ethyl 2-(3-hydroxypropyl)-4-methyl-4-nitro-pentanoate